C(C)(C)N(C=O)C(C)C N,N-diisopropylcarboxamide